4-[5-(1-benzyloxycarbonyl-3,6-dihydro-2H-pyridin-4-yl)pyrazin-2-yl]piperazine-1-carboxylic acid tert-butyl ester C(C)(C)(C)OC(=O)N1CCN(CC1)C1=NC=C(N=C1)C=1CCN(CC1)C(=O)OCC1=CC=CC=C1